ClC=1C=C2CC(N(C(C2=C2C1C=CC=C2)=O)CCCNCCCCNNCCC)=O 6-chloro-2-{3-[4-(3-propylhydrazino)butylamino]propyl}1H-benzisoquinoline-1,3-dione